N1([C@@H]2[C@H](CCC1)CSSC2)C(=O)OC=2C1=C(C=3[C@@H](CN(C3C2)C(=O)OC(C)(C)C)CCl)C=CC=C1 (S)-3-(Boc)-1-(chloromethyl)-2,3-dihydro-1H-benzo[e]indol-5-yl (cis)-hexahydro-[1,2]dithiino[4,5-b]pyridine-1(2H)-carboxylate